CC=1C=CC2=C(N=C(O2)CS)C1 (5-methylbenzo[d]oxazol-2-yl)methyl mercaptan